C(C=C)(=O)OCCC1=CC=C(C=C1)C1(C2=CC=CC=C2C=2C=CC=CC12)C1=CC=C(C=C1)CCOC(C=C)=O 9,9-bis[4-(2-acryloyloxyethyl)phenyl]fluorene